C(C=C\C=C/C=C\C=C/C=C\CCCCCCCCC)(=O)OCC(OO)COC(C=C\C=C/C=C\C=C/C=C\CCCCCCCCC)=O 1,3-bis-(5Z,8Z,11Z,14Z,17Z-eicosapentaenoyl)-2-hydroxy-glycerol